1-(4-((3-chloro-1H-pyrrolo[2,3-b]pyridin-4-yl)oxy)-2-fluorophenyl)-3-(3-methyl-4-((4-methylpiperazin-1-yl)methyl)phenyl)urea ClC1=CNC2=NC=CC(=C21)OC2=CC(=C(C=C2)NC(=O)NC2=CC(=C(C=C2)CN2CCN(CC2)C)C)F